C1(CC1)C(=O)NC1=NC=C(C(=O)N)C(=C1)NC1=C(C(=CC=C1)C=1C=NN(C1)C1CC(C1)F)OC 6-(cyclopropanecarboxamido)-4-((3-(1-((1r,3r)-3-fluorocyclobutyl)-1H-pyrazol-4-yl)-2-methoxyphenyl)amino)nicotinamide